N1=CC=C(C=C1)CN1C(=NC=C1)C(=O)O 1-(pyridin-4-ylmethyl)-1H-imidazole-2-carboxylic acid